CC1=C(C(=C(C=C1)C=1C(C(C(C(C1C)=O)=O)=O)=O)C)C tetramethylbiphenyl-diquinone